6-(hydroxymethyl)-6,7-dihydro-5H-pyrazolo[5,1-b][1,3]Oxazine-3-carboxamide OCC1CN2C(OC1)=C(C=N2)C(=O)N